OC1=CC=C2C(C(=COC2=C1)C1=CC(=CC=C1)Br)=O 7-hydroxy-3'-bromoisoflavone